4-[(2R)-3-(3,4-dihydro-1H-isoquinolin-2-yl)-2-hydroxy-propyl]-8-methyl-2,3-dihydro-1,4-Benzoxazepine-5-one C1N(CCC2=CC=CC=C12)C[C@H](CN1CCOC2=C(C1=O)C=CC(=C2)C)O